2-[3-(4-chloro-3-fluorophenyl)-1-ethyl-1H-1,2,4-triazol-5-yl]-N-[(4-methoxyphenyl)methyl]acetamide ClC1=C(C=C(C=C1)C1=NN(C(=N1)CC(=O)NCC1=CC=C(C=C1)OC)CC)F